NC1=CC=C(C=C1)C1=C(C=CN=N1)C (-)-6-(4-aminophenyl)-5-methylpyridazin